2,2',7,7'-tetrakis[N-naphthyl-(phenyl)-amino]-9,9-spirobifluorene C1(=CC=CC2=CC=CC=C12)N(C1=CC=2C3(C4=CC(=CC=C4C2C=C1)N(C1=CC=CC2=CC=CC=C12)C1=CC=CC=C1)C1=CC(=CC=C1C=1C=CC(=CC13)N(C1=CC=CC3=CC=CC=C13)C1=CC=CC=C1)N(C1=CC=CC3=CC=CC=C13)C1=CC=CC=C1)C1=CC=CC=C1